1-(2,4,6-trimethylphenyl)pyridinium CC1=C(C(=CC(=C1)C)C)[N+]1=CC=CC=C1